(mesityl)methyleneamine C1(=C(C(=CC(=C1)C)C)C=N)C